OC1=C(C(=CC=2OC(C3=C(C21)C=C(C=C3)C)(C)C)CCCCC)C(=O)O 1-hydroxy-6,6,9-trimethyl-3-pentyl-6H-dibenzo(b,d)pyran-2-carboxylic acid